CO[C@@H]1C[C@H](C1)N1C(N(C=2N=NC=3C=CC=CC3C21)C)=O 1-(trans-3-methoxycyclobutyl)-3-methyl-1,3-dihydro-2H-imidazo[4,5-c]cinnolin-2-one